N1=C(C=CC=C1)C=1C=C(C(=O)O)C=CC1 3-(2-Pyridyl)benzoic acid